NC(CO)CC(CCCCCCCCCC)O 2-aminotetradecane-1,4-diol